ON1NN=NC=C1C(F)(F)F para-hydroxytrifluoromethyl-tetrazine